3-[4-(ethylcarbamoylamino)phenyl]-N-(4-fluoro-3-methoxy-phenyl)-N-methyl-imidazo[1,2-a]pyrazine-6-carboxamide C(C)NC(=O)NC1=CC=C(C=C1)C1=CN=C2N1C=C(N=C2)C(=O)N(C)C2=CC(=C(C=C2)F)OC